(7S)-4,7-difluoro-N-[(1R)-3-(4-methoxypiperidin-1-yl)-1-(6-pyridazin-4-ylpyridin-3-yl)propyl]-7-(1-methylethyl)-5,6,7,8-tetrahydroacridine-2-carboxamide FC1=CC(=CC2=CC=3C[C@@](CCC3N=C12)(C(C)C)F)C(=O)N[C@H](CCN1CCC(CC1)OC)C=1C=NC(=CC1)C1=CN=NC=C1